2-tert-butoxy-6-[4-[(4-fluorophenyl)methylsulfonyl]-2-(trifluoromethyl)piperazin-1-yl]pyridin-4-ol C(C)(C)(C)OC1=NC(=CC(=C1)O)N1C(CN(CC1)S(=O)(=O)CC1=CC=C(C=C1)F)C(F)(F)F